C(C1=CC=CC=C1)OC1=NC(=CC=C1N1C(NC2=C1C=CC=C2N2CCC(CC2)OC2CCC(CC2)C(OC)OC)=O)OCC2=CC=CC=C2 3-(2,6-dibenzyloxy-3-pyridyl)-7-[4-[4-(dimethoxymethyl)cyclohexoxy]-1-piperidyl]-1H-benzimidazol-2-one